2-(2-fluorophenyl)-N-[4-(pyridin-3-yl)-3-sulfamoylphenyl]acetamide FC1=C(C=CC=C1)CC(=O)NC1=CC(=C(C=C1)C=1C=NC=CC1)S(N)(=O)=O